Tert-butyl 2-(3-benzyl-4-(4-((7-(3-(dimethylamino)propanamido)-4-oxoquinazolin-3(4H)-yl)methyl)-4-hydroxy piperidine-1-carbonyl)-1H-pyrazol-1-yl)ethylcarbamate C(C1=CC=CC=C1)C1=NN(C=C1C(=O)N1CCC(CC1)(O)CN1C=NC2=CC(=CC=C2C1=O)NC(CCN(C)C)=O)CCNC(OC(C)(C)C)=O